[1,4-phenylene]bis(stearamide) C1(=CC=C(C=C1)CCCCCCCCCCCCCCCCCC(=O)N)CCCCCCCCCCCCCCCCCC(=O)N